S1C=NC2=C1C=CC(=C2)NC2=CC=NC1=CC(=C(C=C21)S(=O)(=O)C(C)(C)C)OCCCCCCCC(=O)OC methyl 8-((4-(benzo[d]thiazol-5-ylamino)-6-(tert-butylsulfonyl)quinolin-7-yl)oxy)octanoate